C1(CCC1)OC=1C=C(C=C(C1)C1=CC(=C(C(=C1)F)OCCCC(=O)O)F)F 4-(5'-Cyclobutoxy-3,5,3'-trifluoro-biphenyl-4-yloxy)-butyric acid